CN1N=C(C=C1C)NC1=NC=C(C(=N1)C1=CNC2=C(C=CC=C12)N1C(C2=CC=CC(=C2C1)NC(=O)[C@H]1CNCC1)=O)C (R)-N-(2-(3-(2-((1,5-dimethyl-1H-pyrazol-3-yl)amino)-5-methylpyrimidin-4-yl)-1H-indol-7-yl)-1-oxoisoindolin-4-yl)pyrrolidine-3-carboxamide